(7S,8R)-8-Hydroxy-7-((R)-5H-imidazo[5,1-a]isoindol-5-yl)-5,6,7,8-tetrahydronaphthalen-2-carboxamid O[C@@H]1[C@@H](CCC=2C=CC(=CC12)C(=O)N)[C@H]1N2C(C3=CC=CC=C13)=CN=C2